FC(C(CC=O)=O)F 4,4-difluorobutane-1,3-dione